[Cl-].C(CCC)[N+](C)(CCCC)CCCC tri-n-butyl-methylammonium chloride